1-(5-bromopyrimidin-2-yl)-3-methylene-cyclobutane-1-carbonitrile BrC=1C=NC(=NC1)C1(CC(C1)=C)C#N